5-{4-amino-5-[(3,3-difluoroazetidin-1-yl)methyl]pyrrolo[2,1-f][1,2,4]triazin-7-yl}-N-[(3R,4S)-4-fluoro-1-(3-methylbutanoyl)pyrrolidin-3-yl]-2-(methoxy-d3)nicotinamide NC1=NC=NN2C1=C(C=C2C=2C=NC(=C(C(=O)N[C@@H]1CN(C[C@@H]1F)C(CC(C)C)=O)C2)OC([2H])([2H])[2H])CN2CC(C2)(F)F